C1(=CC=CC=C1)C([C@H](N)C(=O)O)C1=CC=CC=C1 β,β-Diphenylalanine